tert-butyl 3-[3-[(2-bromo-4-pyridyl)oxy] propoxy]propanoate BrC1=NC=CC(=C1)OCCCOCCC(=O)OC(C)(C)C